NC=1C(=NC=C(C1)Br)C(=O)O 3-amino-5-bromo-pyridine-2-carboxylic acid